3-difluoromethyl-1-methyl-1H-pyrazole-4-carboxylic acid [2-(3,5-difluoro-4-methoxyphenyl)-1-methyl-ethyl]-methoxy-amide FC=1C=C(C=C(C1OC)F)CC(C)N(C(=O)C=1C(=NN(C1)C)C(F)F)OC